4-(4-((3-(1H-pyrazol-3-yl)propyl)amino)-8-fluoro-2-(((2R,7aS)-2-fluorohexahydro-1H-pyrrolizin-7a-yl)methoxy)pyrido[4,3-d]pyrimidin-7-yl)-5-ethyl-6-fluoronaphthalen-2-ol N1N=C(C=C1)CCCNC=1C2=C(N=C(N1)OC[C@]13CCCN3C[C@@H](C1)F)C(=C(N=C2)C2=CC(=CC1=CC=C(C(=C21)CC)F)O)F